13-hydroperoxy-octadecadienoic acid O(O)C(CCCCCCCC=CC=CC(=O)O)CCCCC